tert-butyl (3R)-4-[2-chloro-3-formyl-4-(methoxycarbonyl)phenyl]-3-methylpiperazine-1-carboxylate ClC1=C(C=CC(=C1C=O)C(=O)OC)N1[C@@H](CN(CC1)C(=O)OC(C)(C)C)C